CC=1C(=NC=C(C1)[N+](=O)[O-])N1CC(C1)O 1-(3-methyl-5-nitropyridin-2-yl)azetidin-3-ol